4-(2-(3,5-di-tert-butylphenyl)propan-2-yl)-9H-carbazol-2-ol C(C)(C)(C)C=1C=C(C=C(C1)C(C)(C)C)C(C)(C)C1=CC(=CC=2NC3=CC=CC=C3C12)O